C1(C(C(C(C=C1)[2H])([2H])[2H])([2H])[2H])(C(=O)[O-])[2H] benzene-d6-At